1,3-diallyl-1,3,5-triazine C(C=C)N1CN(CN=C1)CC=C